FC(C(=O)O)(F)F.NCCOCCOCCN1C(C=CC1=O)=O 1-(2-(2-(2-aminoethoxy)ethoxy)ethyl)-1H-pyrrole-2,5-dione trifluoroacetate